isononyl benzyl phthalate C(C=1C(C(=O)OCC2=CC=CC=C2)=CC=CC1)(=O)OCCCCCCC(C)C